methyl (2R)-1-(2-pyridylmethyl)piperidine-2-carboxylate N1=C(C=CC=C1)CN1[C@H](CCCC1)C(=O)OC